ClC1=CC(=C(N=N1)C=O)C 6-chloro-4-methylpyridazin-3-carbaldehyde